2,2,2-trifluoroethyl 2-oxo-2-[rac-(2R,5S)-2-[1-[2-(dimethylamino)ethyl]pyrazol-3-yl]-5-methyl-1-piperidyl]acetate O=C(C(=O)OCC(F)(F)F)N1[C@H](CC[C@@H](C1)C)C1=NN(C=C1)CCN(C)C |r|